2-[(6-Cyanopyridin-3-yl)methyl]-8-methyl-4,5-dihydro-2H-furo[2,3-g]indazole-7-carboxylic acid ethyl ester C(C)OC(=O)C1=C(C2=C(CCC3=CN(N=C23)CC=2C=NC(=CC2)C#N)O1)C